[N-](S(=O)(=O)C(F)(F)F)S(=O)(=O)C(F)(F)F.C(CCC)[P+](C)(CCCC)CCCC tributyl-methyl-phosphonium bistrifluoromethanesulfonimide